Indazole-2-carboxylic acid methyl ester COC(=O)N1N=C2C=CC=CC2=C1